2-(2,6-diisopropylphenyl)-5-(2,6-dimethoxyphenyl)imidazo[1,5-a]pyridin-2-ium chloride [Cl-].C(C)(C)C1=C(C(=CC=C1)C(C)C)[N+]1=CN2C(C=CC=C2C2=C(C=CC=C2OC)OC)=C1